2-(2-Fluoropropan-2-yl)pyrimidin-4-ol FC(C)(C)C1=NC=CC(=N1)O